[2H]C1(/C(/C(C2=CC3=C(OCO3)C=C21)=O)=N/O)[2H] (6Z)-7,7-Dideuterio-6-hydroxyimino-cyclopenta[f][1,3]benzodioxol-5-one